[C@H]12CN(C[C@H](CC1)N2)C2=CC(=NC1=C(C(=NC=C21)C2=CC(=CC1=CC=C(C(=C21)C#C)F)O)F)C#CC21CCCN1CC(C2)F 4-(4-((1R,5S)-3,8-diazabicyclo[3.2.1]octan-3-yl)-8-fluoro-2-((2-fluorotetrahydro-1H-pyrrolizin-7a(5H)-yl)ethynyl)-1,6-naphthyridin-7-yl)-5-ethynyl-6-fluoronaphthalen-2-ol